[SiH3][Sb] silylantimony